10-(4-aminobenzyl)-10-hydroxyphenanthren-9(10H)-one NC1=CC=C(CC2(C(C3=CC=CC=C3C=3C=CC=CC23)=O)O)C=C1